OC1=CC(=CC2=C1C(C(=C(O2)C)I)=O)O 5,7-dihydroxy-3-iodo-2-methyl-4H-benzopyran-4-one